N-(6-(2H-1,2,3-triazol-2-yl)-5-(trifluoromethyl)pyridin-3-yl)-2',3-dibromo-4'-fluoro-[1,1'-biphenyl]-4-carboxamide N=1N(N=CC1)C1=C(C=C(C=N1)NC(=O)C1=C(C=C(C=C1)C1=C(C=C(C=C1)F)Br)Br)C(F)(F)F